N-{2-[4-(5,7-dimethoxy-4-oxo-3,4-dihydroquinazolin-2-yl)-2,6-dimethylphenoxy]ethyl}-2-methylpropanamide COC1=C2C(NC(=NC2=CC(=C1)OC)C1=CC(=C(OCCNC(C(C)C)=O)C(=C1)C)C)=O